2-((1-(2-(4,4-dimethylpiperidin-1-yl)-6-fluoro-3-methyl-4-oxo-3,4-dihydroquinazolin-8-yl)ethyl)amino)benzoic acid CC1(CCN(CC1)C1=NC2=C(C=C(C=C2C(N1C)=O)F)C(C)NC1=C(C(=O)O)C=CC=C1)C